4-bromo-2-(N-Boc-pyrrol-2-yl)pyridine BrC1=CC(=NC=C1)C=1N(C=CC1)C(=O)OC(C)(C)C